N[C@@H](C(=O)N1CC(C1)OC1C=2C=CC=C(C2O[B-](C1)(O)O)C(=O)O)C1=CC=C(C=C1)O {(1-[(2R)-2-amino-2-(4-hydroxyphenyl)acetyl]azetidin-3-yl)oxy}-4,4-dihydroxy-5-oxa-4-boranuidabicyclo[4.4.0]deca-1(6),7,9-triene-7-carboxylic acid